C(C)(C)N1N=C(C=C1C1[C@H]2CC(C[C@@H]12)C1OCCCNC1)C=1C=NC=C(C1)C(F)(F)F ((1R,3r,5S,6r)-6-(1-isopropyl-3-(5-(trifluoromethyl)pyridin-3-yl)-1H-pyrazol-5-yl)bicyclo[3.1.0]hexane-3-yl)-1,4-oxaazepane